F[C-]1C=CC=C1.[CH-]1C=CC=C1.[Fe+2] fluoro-ferrocene